COC1=C(C=C2C=NNC2=C1)NC1=C2N=CN(C2=NC=N1)C N-(6-Methoxy-1H-indazol-5-yl)-9-methyl-9H-purin-6-amine